C12CCC(CC1)C2NC(CN2C(C(=CC=C2)NC([C@H](CCC(C(=O)NC)=O)NC(=O)C=2OC1=C(C2C)C=CC=C1)=O)=O)=O (S)-N1-(1-(2-(bicyclo[2.2.1]heptan-7-ylamino)-2-oxoethyl)-2-oxo-1,2-dihydropyridin-3-yl)-N6-methyl-2-(3-methylbenzofuran-2-carboxamido)-5-oxohexanediamide